C(C1=CC=CC=C1)C(CC(=C)Cl)(C)NC(=O)C=1C=NC2=C(C=CC=C2C1)F N-(1-benzyl-3-chloro-1-methyl-But-3-enyl)-8-fluoro-quinoline-3-carboxamide